(R)-4-[1-Hydroxy-2-(methylamino)ethyl]benzen-1,2-diol O[C@@H](CNC)C=1C=C(C(=CC1)O)O